CCCCCCCCCCCCCCCCCCCCCCCCCCC N-heptacosane